NC=1N=C(C2=C(N1)C=CN2CC2=C(C=C(C=C2)CN2CC(C2)N(C(OC(C)(C)C)=O)C)OC)NCCCCC tert-butyl N-[1-[[4-[[2-amino-4-(pentylamino) pyrrolo[3,2-d]pyrimidin-5-yl] methyl]-3-methoxy-phenyl] methyl] azetidin-3-yl]-N-methyl-carbamate